ethyl 2-(((benzyloxy)carbonyl)amino)-3-(5-(4-bromophenyl)thiazol-2-yl)propanoate C(C1=CC=CC=C1)OC(=O)NC(C(=O)OCC)CC=1SC(=CN1)C1=CC=C(C=C1)Br